NC1=NC=CC2=CC(=CC=C12)CNC(=O)C=1N(C(=C(C1)C)CN1CCN(CC1)C1=CC=NC=C1)CC N-[(1-amino-6-isoquinolinyl)methyl]-1-ethyl-4-methyl-5-[[4-(4-pyridinyl)piperazin-1-yl]methyl]pyrrole-2-carboxamide